(2,5-dichloropyrimidin-4-yl)-3-ethoxybenzene-1,2-diamine ClC1=NC=C(C(=N1)C=1C(=C(C(=CC1)N)N)OCC)Cl